ClC=1C(=C(C=O)C=CC1)B1OC(C(O1)(C)C)(C)C 3-chloro-2-(4,4,5,5-tetramethyl-1,3,2-dioxaborolan-2-yl)benzaldehyde